1,2,4,5-tetrahydroxy-7-methylanthracene-9,10-dione OC1=C(C=C(C=2C(C3=C(C=C(C=C3C(C12)=O)C)O)=O)O)O